7-(2-methoxypyridin-4-yl)-N-(2-(trifluoromethyl)pyridin-4-yl)pyrazolo[1,5-a]pyridine-3-carboxamide COC1=NC=CC(=C1)C1=CC=CC=2N1N=CC2C(=O)NC2=CC(=NC=C2)C(F)(F)F